2,2-Bis(4-hydroxy-3-aminophenyl)propane 2,4-dimethoxybenzoate COC1=C(C(=O)O)C=CC(=C1)OC.OC1=C(C=C(C=C1)C(C)(C)C1=CC(=C(C=C1)O)N)N